C(C)OC(=O)C=1C(=C(NC1)C1=CC=C(C=C1)SC)C1=CC=C(C=C1)OC (4-methoxyphenyl)-2-(4-(methylsulfanyl)phenyl)Azole-4-carboxylic acid ethyl ester